N,N-dimethyl-4-[4-(2-oxo-1,2-dihydro-[1,8]naphthyridin-3-yl)-[1,2,3]triazol-1-yl]-benzamide CN(C(C1=CC=C(C=C1)N1N=NC(=C1)C=1C(NC2=NC=CC=C2C1)=O)=O)C